3-(3-(cyanomethyl)-7-(((3S,4S)-3-fluoro-1-methylpiperidin-4-yl)amino)benzofuran-2-yl)prop-2-yn C(#N)CC1=C(OC2=C1C=CC=C2N[C@@H]2[C@H](CN(CC2)C)F)C#CC